(3-(2'-cyclopropyl-3-(hydroxymethyl)biphenyl-4-yl)pyrrolidin-1-yl)(5-(trifluoromethyl)pyridin-2-yl)methanone C1(CC1)C1=C(C=CC=C1)C1=CC(=C(C=C1)C1CN(CC1)C(=O)C1=NC=C(C=C1)C(F)(F)F)CO